methyl 4-(2,2-dichloroacetoxy)but-2-ynoate ClC(C(=O)OCC#CC(=O)OC)Cl